C1(CC1)S(=O)(=O)C=1C=C(C=CC1)CO (3-(cyclopropylsulfonyl)phenyl)methanol